ClC1=CC=C(C2=C1C=CO2)COC2=CC=CC(=N2)C2=CCC(CC2)CC(=O)O 2-(4-(6-((4-chlorobenzofuran-7-yl)methoxy)pyridin-2-yl)cyclohex-3-en-1-yl)acetic acid